tris-isocyanatoacetic acid N(=C=O)C(C(=O)O)(N=C=O)N=C=O